tert-butyl-((3-(1-(3-(hydroxymethyl) cyclobutyl)-1H-pyrazol-4-yl) quinoxalin-6-yl) methyl) azetidine-1-carboxylate N1(CCC1)C(=O)OC(C=1C=C2N=C(C=NC2=CC1)C=1C=NN(C1)C1CC(C1)CO)C(C)(C)C